tert-butyl (E)-3-(6-bromoquinolin-3-yl)but-2-enoate BrC=1C=C2C=C(C=NC2=CC1)/C(=C/C(=O)OC(C)(C)C)/C